[trans-(4-tert-Butoxycarbonylamino-4-phenyl-cyclohexyl)-(5,6,7,8-tetrahydro-quinolin-8-yl-amino)-methyl]-benzoimidazole-1-carboxylic acid tert-butyl ester C(C)(C)(C)OC(=O)N1C(=NC2=C1C=CC=C2)C(NC2CCCC=1C=CC=NC21)C2CCC(CC2)(C2=CC=CC=C2)NC(=O)OC(C)(C)C